BrC1=CC(=CC=2C(=NOC21)C)C2=NC1=C(N2CC2CCCCC2)C=C(C=C1)N1CCOCC1 7-bromo-5-(1-(cyclohexylmethyl)-6-morpholino-1H-benzo[d]imidazol-2-yl)-3-methylbenzo[d]isoxazole